CC=1C=C2C(=NC1)C1=C(O2)C=CC=2C=CC=CC21 9-methylnaphtho[1',2':4,5]furo[3,2-b]pyridine